C(CCC)[P+](CC(CCCC)CC)(CC(CCCC)CC)CC(CCCC)CC (n-butyl)tri(2-ethylhexyl)phosphonium